2-(4-benzyl-1H-imidazol-2-yl)-6-methylpyridine C(C1=CC=CC=C1)C=1N=C(NC1)C1=NC(=CC=C1)C